N-(4-(5-(2-(3-fluorophenoxy)ethyl)-2,3,4,5-tetrahydro-1H-benzo[b][1,4]diazepine-1-Carbonyl)phenyl)-[1,1'-biphenyl]-2-carboxamide FC=1C=C(OCCN2C3=C(N(CCC2)C(=O)C2=CC=C(C=C2)NC(=O)C=2C(=CC=CC2)C2=CC=CC=C2)C=CC=C3)C=CC1